FC(C=1C=CC=2N(N1)C(=CN2)C2=CC(=NC=N2)N2C[C@H](OC[C@H]2C)CNS(=O)(=O)C)F N-(((2s,5r)-4-(6-(6-(difluoromethyl)imidazo[1,2-b]pyridazin-3-yl)pyrimidin-4-yl)-5-methylmorpholin-2-yl)methyl)methanesulfonamide